C1(=CC=CC=C1)C(C1=C(C(=C(C(=C1Br)Br)O)Br)Br)(P([O-])([O-])=O)C1=CC=CC=C1 diphenyl-4-hydroxy-2,3,5,6-tetrabromobenzylphosphonate